3-([1,1'-biphenyl]-3-carboxamidomethyl)-5-benzyl-4,5-dihydroisoxazole C1(=CC(=CC=C1)C(=O)NCC1=NOC(C1)CC1=CC=CC=C1)C1=CC=CC=C1